6-Bromo-1H-pyrrolo[3,2-b]pyridine-2-carboxylic acid methyl ester COC(=O)C1=CC2=NC=C(C=C2N1)Br